C(N)(=N)N1[C@@H]([C@H](C1)C(=O)O)C (2R,3S)-1-carbamimidoyl-2-methylazetidine-3-carboxylic acid